di(oxetan-3-yl)methyldimethoxysilane O1CC(C1)C(C1COC1)[SiH](OC)OC